C1=CC=C(C(=C1)C(C(=O)O)N)F 2-Fluoro-DL-α-phenylglycine